2-amino-1-(4-chlorophenyl)ethan-1-one hydrochloride Cl.NCC(=O)C1=CC=C(C=C1)Cl